C(C)(=O)OCC1=NN(C=C1C)C1=NC(=CC(=C1)CNC(C)=O)NC1CCC(CC1)(F)F (1-(4-(acetamidomethyl)-6-((4,4-difluoro cyclohexyl)amino)pyridin-2-yl)-4-methyl-1H-pyrazol-3-yl)methyl acetate